N1C(C(C=2C=CN=CC21)=O)=O 1H-pyrrolo[3,2-d]pyridine-2,3-dione